(S)-1-((4-chloro-6-(7-(trifluoromethyl)quinolin-4-yl)pyridin-3-yl)oxy)-2,4-dimethylpentan-2-amine ClC1=C(C=NC(=C1)C1=CC=NC2=CC(=CC=C12)C(F)(F)F)OC[C@](CC(C)C)(N)C